6-isopentylpyridin-2-amine C(CC(C)C)C1=CC=CC(=N1)N